FC=1C=CC(=C(C1)C1(CC1)N)OCC1=CC=C(C=C1)OC 1-(5-fluoro-2-((4-methoxybenzyl)oxy)phenyl)cyclopropan-1-amine